COC(C1=CC(=NC=C1)CN1C[C@H](CC1)N1C(N(C=2C1=NC=CC2)C2=CC=C(C=C2)C2=CC=CC=C2)=O)=O (S)-2-((3-(1-([1,1'-biphenyl]-4-yl)-2-oxo-1,2-dihydro-3H-imidazo[4,5-b]pyridin-3-yl)pyrrolidin-1-yl)methyl)isonicotinic acid methyl ester